CC1=NOC(=C1C=1C=C(C2=C(N(C(=N2)C)[C@@H](C)C2=CC=CC=C2)C1)N)C (S)-6-(3,5-dimethylisoxazol-4-yl)-2-methyl-1-(1-phenylethyl)-1H-benzo[d]imidazol-4-amine